2-[3-(bromomethyl)-4-iodo-5-methyl-pyrazol-1-yl]ethoxy-tert-butyl-dimethyl-silane BrCC1=NN(C(=C1I)C)CCO[Si](C)(C)C(C)(C)C